2-(4-ethyl-6-methylpyrazolo[1,5-a]pyrazin-2-yl)-7-[(3R)-4-(3-fluoropropyl)-3-methylpiperazin-1-yl]-4H-pyrido[1,2-a]pyrimidin-4-one C(C)C=1C=2N(C=C(N1)C)N=C(C2)C=2N=C1N(C(C2)=O)C=C(C=C1)N1C[C@H](N(CC1)CCCF)C